C(CCCCCC)N1C(N=C(C(=C1)C(=O)OCC)C)=O ethyl 1-heptyl-4-methyl-2-oxo-1,2-dihydropyrimidine-5-carboxylate